C1(CCCCC1)C=1C=CC(=NC1)CN(C(=O)[C@@H]1N(CC1)S(=O)(=O)C1=C(C(=C(C(=C1F)F)F)F)F)C=1C=C2C(N(C(C2=CC1)=O)CO)=O (R)-N-((5-cyclohexylpyridin-2-yl)methyl)-N-(2-(hydroxymethyl)-1,3-dioxoisoindolin-5-yl)-1-((perfluorophenyl)sulfonyl)azetidine-2-carboxamide